C1(CC1)C(C1=CC=C(S1)[S@](=O)(N)=NC(NC1=C2C(=CC=3CCCC13)CC2)=O)NC (S)-5-(cyclopropyl(methylamino)methyl)-N'-((2,4,5,6-tetrahydro-1H-cyclobuta[f]inden-3-yl)carbamoyl)thiophene-2-sulfonimidamide